NC1=NC=2C3=C(C(CC2C=N1)(C)C)C(=NN3)C(=O)NC=3SC=C(N3)CC(=O)N3CCC(CC3)NC 8-amino-4,4-dimethyl-N-(4-{2-[4-(methylamino)piperidin-1-yl]-2-oxoethyl}-1,3-thiazol-2-yl)-4,5-dihydro-1H-pyrazolo[4,3-H]quinazoline-3-carboxamide